FC1=CC=C(OC(C)C2=NC=C(C#N)C=C2)C=C1 6-(1-(4-fluorophenoxy)ethyl)nicotinonitrile